4-(2,3-dimethyl-5-oxo-2,5-dihydro-1H-pyrazol-1-yl)benzonitrile CN1N(C(C=C1C)=O)C1=CC=C(C#N)C=C1